FCC1(CCC2(OCCO2)CC1)O 8-(fluoromethyl)-1,4-dioxaspiro[4.5]decan-8-ol